(R,Z)-3-((5-(bicyclo[1.1.1]pentan-1-yl)-7-(methylthio)-1,1-dioxido-3-(4,4,4-trifluorobutyl)-2,3,4,5-tetrahydrobenzo[f][1,2,5]thiadiazepin-8-yl)oxy)-2-fluoroacrylic acid C12(CC(C1)C2)N2C[C@H](NS(C1=C2C=C(C(=C1)O\C=C(\C(=O)O)/F)SC)(=O)=O)CCCC(F)(F)F